3,4-dimethyl-thiophenol CC=1C=C(C=CC1C)S